C(C1=CC=CC=C1)OCCCC1N(CC(C1)(F)F)C(=O)OC(C)(C)C tert-Butyl 2-(3-(benzyloxy)propyl)-4,4-difluoropyrrolidine-1-carboxylate